(S)-2-((((9H-fluoren-9-yl)methoxy)carbonyl)amino)-3-(2',3'-difluoro-[1,1'-biphenyl]-4-yl)propanoic acid C1=CC=CC=2C3=CC=CC=C3C(C12)COC(=O)N[C@H](C(=O)O)CC1=CC=C(C=C1)C1=C(C(=CC=C1)F)F